CN(C(CNC(=O)C1=NC(=C(C=C1N)C(F)(F)F)Br)C1=CC=CC=C1)C 3-Amino-6-bromo-5-trifluoromethyl-pyridine-2-carboxylic acid (2-dimethylamino-2-phenyl-ethyl)-amide